C(C)(C)(C)OC(C[C@H]([C@H]([C@H](CC)C)N(C([C@H](C(C)C)N)=O)C)OC)=O (3R,4S,5S)-4-((S)-2-amino-N,3-dimethylbutyramido)-3-methoxy-5-methylheptanoic acid tert-butyl ester